N-(1-Cyclobutyl-2-oxopyrrolidin-3-yl)-N-(3,5-dimethoxyphenyl)-2-ethynylthiazole-4-carboxamide C1(CCC1)N1C(C(CC1)N(C(=O)C=1N=C(SC1)C#C)C1=CC(=CC(=C1)OC)OC)=O